calcium water O.[Ca]